ethyl 3-(difluoromethoxy)picolinate FC(OC=1C(=NC=CC1)C(=O)OCC)F